FC(C=1C(=C(C=CC1)C(C)NC1=NC(=NC2=CC=C(C=C12)N(C=1C=CC(=C(C1)CC(=O)N(C)C)OC)C)C)[N+](=O)[O-])F 2-(5-((4-((1-(3-(difluoromethyl)-2-nitrophenyl)ethyl)amino)-2-methylquinazolin-6-yl)(Methyl)amino)-2-methoxyphenyl)-N,N-dimethylacetamide